[2-ethyl-4-[[3-[3-(trifluoromethyl)-1H-pyrazol-4-yl]imidazo[1,2-a]pyrazin-8-yl]amino]phenyl]-[4-(4-hydroxypiperidine-4-carbonyl)piperazin-1-yl]methanone hydrochloride Cl.C(C)C1=C(C=CC(=C1)NC=1C=2N(C=CN1)C(=CN2)C=2C(=NNC2)C(F)(F)F)C(=O)N2CCN(CC2)C(=O)C2(CCNCC2)O